N[C@@H]1C(N(CC1)[C@@H]1[C@@H](CC(CC1)NC(C)(C)C)NC(C)=O)=O N-((1R,2S)-2-((S)-3-Amino-2-oxopyrrolidin-1-yl)-5-(tert-butylamino)cyclohexyl)acetamide